FC(COC=1C=C(C#N)C=CN1)(F)F 2-(2,2,2-trifluoroethoxy)isonicotinonitrile